(S)-3-(7,7-difluoro-3-((1-hydroxy-3-methyl-3-(methyl-d3)butan-2-yl-4,4,4-d3)carbamoyl)-4,5,6,7-tetrahydro-1H-indazol-1-yl)pyrazine 1-oxide FC1(CCCC=2C(=NN(C12)C=1C=[N+](C=CN1)[O-])C(N[C@H](CO)C(C([2H])([2H])[2H])(C([2H])([2H])[2H])C)=O)F